C1CC(CCC1N)OC2=CC=C(C=C2)C#N 4-(((1r,4r)-4-aminocyclohexyl)oxy)benzonitrile